BrC1=C(C(=C(N)C=C1)I)F 4-bromo-3-fluoro-2-iodoaniline